((2S,3S)-4-Bromo-5-chloro-6-fluoro-3-methyl-2-(pyridin-2-yl)-2,3-dihydrobenzofuran-2-yl)methanol BrC1=C(C(=CC2=C1[C@@H]([C@](O2)(C2=NC=CC=C2)CO)C)F)Cl